2-(2-bromo-6-chloropyridin-4-yl)-3-isopropylmorpholine BrC1=NC(=CC(=C1)C1C(NCCO1)C(C)C)Cl